6-(dimethylamino)-N-((2-isopropyl-2,4,5,6-tetrahydrocyclopenta[c]pyrazol-3-yl)carbamoyl)-6,7-dihydro-5H-pyrazolo[5,1-b][1,3]oxazine-3-sulfonamide CN(C1CN2C(OC1)=C(C=N2)S(=O)(=O)NC(NC2=C1C(=NN2C(C)C)CCC1)=O)C